bis(n-Butylsulfonyl)diazomethane C(CCC)S(=O)(=O)C(=[N+]=[N-])S(=O)(=O)CCCC